C1(CCCCC1)C[C@H](C(=O)N1CC([C@](CC1)(O)CN1C(C=C(C(=C1)C(=O)N1CCCC1)C1=CC=CC=C1)=O)(C)C)C 1-(((S)-1-((R)-3-cyclohexyl-2-methylpropanoyl)-4-hydroxy-3,3-dimethylpiperidin-4-yl)methyl)-4-phenyl-5-(pyrrolidine-1-carbonyl)pyridin-2(1H)-one